5-fluoro-3-methyl-3,7-dihydro-4H-pyrrolo[2,3-d]pyrimidin-4-one FC1=CNC=2N=CN(C(C21)=O)C